methyl (S)-3-cyclopropyl-2-(methylamino)propanoate C1(CC1)C[C@@H](C(=O)OC)NC